C(#N)C1=CC=C(CNC(=O)C=2NC=C(C2)C(C2=CC=C(C=C2)Cl)=O)C=C1 N-(4-cyanobenzyl)-4-(4-chlorobenzoyl)-1H-pyrrole-2-carboxamide